5-[[2,6-dichloro-4-[6-(difluoromethyl)-3,5-dioxo-1,2,4-triazin-2-yl]phenyl]methyl]-2-hydroxy-N-(3-hydroxycyclobutyl)benzenesulfonamide ClC1=C(C(=CC(=C1)N1N=C(C(NC1=O)=O)C(F)F)Cl)CC=1C=CC(=C(C1)S(=O)(=O)NC1CC(C1)O)O